O[C@@H](CNC(C)=O)C N-[(2R)-2-hydroxypropyl]Acetamide